6-oxo-4-phenyl-1,6-dihydropyridine-3-carbaldehyde O=C1C=C(C(=CN1)C=O)C1=CC=CC=C1